FC1=C(C#N)C=CC(=C1)OC(F)(F)F 2-fluoro-4-(trifluoromethoxy)benzonitrile